2-(4-(((2,4-diamino-5-chloroquinazolin-6-yl)methyl)amino)benzamido)pentanoic acid NC1=NC2=CC=C(C(=C2C(=N1)N)Cl)CNC1=CC=C(C(=O)NC(C(=O)O)CCC)C=C1